(3R)-3-ethyl-5-fluoro-2-[(2-methyl-2-azabicyclo[2.1.1]hexan-4-yl)methyl]-3,4-dihydro-1H-isoquinoline-7-carbohydroxamic acid C(C)[C@H]1N(CC2=CC(=CC(=C2C1)F)C(=O)NO)CC12CN(C(C1)C2)C